dimethyl-N,N'-bis(imidazol-2-ylmethyl)-ethylenediamine CN(CCN(CC=1NC=CN1)C)CC=1NC=CN1